C1(=CC=CC=C1)C(C1=CC=CC=C1)=NC=1C=NC=C(C1N1CCN(C2(CC2)C1)C(=O)OC(C)(C)C)C(F)(F)F tert-Butyl 7-(3-((diphenylmethylene)amino)-5-(trifluoromethyl)pyridin-4-yl)-4,7-diazaspiro[2.5]octane-4-carboxylate